CC1=C(C=CC=C1C)C1CCN(CC1)C(CN1N=C(C2=C1CCC2)C(=O)N2CC(C2)(C)O)=O 1-(4-(2,3-Dimethylphenyl)piperidin-1-yl)-2-(3-(3-hydroxy-3-methylazetidin-1-carbonyl)-5,6-dihydrocyclopenta[c]pyrazol-1(4H)-yl)ethan-1-on